6-(isobutoxymethyl)benzoate C(C(C)C)OCC1=CC=CC=C1C(=O)[O-]